N-(2-(5-bromoindoline-1-carbonyl)phenyl)methanesulfonamide BrC=1C=C2CCN(C2=CC1)C(=O)C1=C(C=CC=C1)NS(=O)(=O)C